FC(C1(CC1)CCOC1=NN(C=C1)C1NC=2C=CC=C(S(NC(C3=CC=CN=C3N3CCCC13)=O)(=O)=O)N2)(F)F 3-{2-[1-(trifluoromethyl)cyclopropyl]ethoxyl-1H-pyrazol-1-yl}-17λ6-thia-2,8,10,16,22-pentaazatetracyclo[16.3.1.04,8.09,14]docosa-1(22),9,11,13,18,20-hexaene-15,17,17-trione